tert-butyl N-[(1R,3R)-8-[3-(4-chloro-2-methyl-2H-indazol-5-yl)-5-methyl-1H-pyrazolo[3,4-b]pyrazin-6-yl]-3-(trifluoromethyl)-8-azaspiro[4.5]decan-1-yl]carbamate ClC=1C2=CN(N=C2C=CC1C1=NNC2=NC(=C(N=C21)C)N2CCC1(C[C@H](C[C@H]1NC(OC(C)(C)C)=O)C(F)(F)F)CC2)C